C1(CC1)C#CC1=CN=C(S1)NC(OC(C)(C)C)=O tert-butyl (5-(cyclopropylethynyl)thiazol-2-yl)carbamate